CC1=CC(=CC(=C1)C(=O)C)C 3,5-dimethylacetophenone